3-chloro-N-(2-(2,6-dioxopiperidin-3-yl)-1,3-dioxoisoindolin-5-yl)benzene-sulfonamide ClC=1C=C(C=CC1)S(=O)(=O)NC=1C=C2C(N(C(C2=CC1)=O)C1C(NC(CC1)=O)=O)=O